(±)-tert-butyl (1S,4R)-2-(2-ethoxy-2-oxoethyl)-7-azabicyclo[2.2.1]heptane-7-carboxylate C(C)OC(C[C@@H]1[C@@H]2CC[C@H](C1)N2C(=O)OC(C)(C)C)=O |&1:5|